ClC=1C=CC(=C(C1)CC(=O)NC1=CCN(C=C1)[C@@]1(COCC1)CO)O 4-[[2-(5-Chloro-2-hydroxyphenyl)acetyl]amino]-N-[(3R)-3-(hydroxymethyl)tetrahydrofuran-3-yl]pyridin